2-(3-(2-((1S,2S,5R)-1-hydroxy-2-isopropyl-5-methylcyclohexane-1-carboxamido)ethyl)phenyl)acetic acid O[C@@]1([C@@H](CC[C@H](C1)C)C(C)C)C(=O)NCCC=1C=C(C=CC1)CC(=O)O